N#CCOCC(COCC#N)OCC#N 1,2,3-tris(2-nitriloethoxy)propane